(R)-3-nitro-6a,7,9,10-tetrahydro-6H-[1,4]oxazino[4,3-d]pyrido[3,2-b][1,4]oxazine-4-carbonitrile [N+](=O)([O-])C1=C(C=2OC[C@@H]3N(C2N=C1)CCOC3)C#N